Tert-butyl ((S)-1-((2S,4R)-2-(((R)-2-((tert-butyldimethylsilyl)oxy)-1-(4-(prop-1-yn-1-yl)phenyl)ethyl)carbamoyl)-4-hydroxypyrrolidin-1-yl)-3,3-dimethyl-1-oxobutan-2-yl)carbamate [Si](C)(C)(C(C)(C)C)OC[C@@H](C1=CC=C(C=C1)C#CC)NC(=O)[C@H]1N(C[C@@H](C1)O)C([C@H](C(C)(C)C)NC(OC(C)(C)C)=O)=O